C(C)C=1C(=C(C=CC1)O)CC.[Cu] copper diethylphenol